FC1=C(C(=O)NC2=CC(=C(C=C2)NC2=NC=NC3=CC(=C(C=C23)OC)OCC2CCN(CC2)C)F)C=CC=C1 fluoro-N-(3-fluoro-4-((6-methoxy-7-((1-methylpiperidin-4-yl)methoxy)quinazolin-4-yl)amino)phenyl)benzamide